OC1C=C(C(C(C1C\C=C(\CC\C=C(\CCC=C(C)C)/C)/C)C)=O)OC 4-hydroxy-2-methoxy-6-methyl-5-((2E,6E)-3,7,11-trimethyldodeca-2,6,10-trienyl)cyclohex-2-enone